N-(2-(1-(2-chloroacetyl)piperidin-4-yl)-8-fluoro-7-(2-hydroxypropan-2-yl)imidazo(1,2-a)pyridine-6-yl)-6-(2,2-difluorocyclopropyl)picolinamide ClCC(=O)N1CCC(CC1)C=1N=C2N(C=C(C(=C2F)C(C)(C)O)NC(C2=NC(=CC=C2)C2C(C2)(F)F)=O)C1